BrC=1C=CC2=C(N(C=N2)C2=CC=C(C=C2)NC(COC)=O)C1 N-(4-(6-bromo-1H-benzo[d]imidazol-1-yl)phenyl)-2-methoxyacetamide